5-(furan-2-yl)-1,2,6-trimethyl-4-oxopyridine-3-carboxamide O1C(=CC=C1)C=1C(C(=C(N(C1C)C)C)C(=O)N)=O